N-(3-(2-(2H-1,2,3-triazol-2-yl)propan-2-yl)-1-methyl-1H-pyrazol-5-yl)-5-chloro-4-(9-fluoro-1-methyl-1,2,3,4-tetrahydrobenzo[4,5]imidazo[1,2-a]pyrimidin-7-yl)pyrimidin-2-amine N=1N(N=CC1)C(C)(C)C1=NN(C(=C1)NC1=NC=C(C(=N1)C1=CC2=C(N=C3N2CCCN3C)C(=C1)F)Cl)C